N-(4-((1s,4s)-7-azabicyclo[2.2.1]heptan-7-yl)phenyl)-3-(5,5-dimethyl-1,3-dioxan-2-yl)-5-fluoro-4-hydroxybenzoamide C12CCC(CC1)N2C2=CC=C(C=C2)NC(C2=CC(=C(C(=C2)F)O)C2OCC(CO2)(C)C)=O